NCCC[NH-] N-(3-amino-propyl)amid